COC(=O)[C@@H]1C[C@H](CCC1)OC=1C(=NC(=CC1)C=1SC(=CC1CNC1=NOC(=N1)CC1CCC1)F)C (1S,3S)-methyl-3-((6-(3-(((5-(cyclobutylmethyl)-1,2,4-oxadiazol-3-yl)amino)methyl)-5-fluorothiophen-2-yl)-2-methylpyridin-3-yl)oxy)cyclohexanecarboxylate